C(C)(C)(C)C1=CC=C(C=C1)C1=C(N=CC(=N1)NC(OC(C)(C)C)=O)CNC=O tert-butyl (6-(4-(tert-butyl)phenyl)-5-(formamidomethyl)pyrazin-2-yl)carbamate